ClC1=C(CN2N=C(N=C2)C(=O)N[C@@H]2C(N(C3=C(OC2)C=CC(=C3)CCC(N3CCCC3)=O)C)=O)C(=CC=C1)Cl (S)-1-(2,6-dichlorobenzyl)-N-(5-methyl-4-oxo-7-(3-oxo-3-(pyrrolidin-1-yl)propyl)-2,3,4,5-tetrahydrobenzo[b][1,4]oxazepin-3-yl)-1H-1,2,4-triazole-3-carboxamide